OC(C(=O)CC1=CC=C(C=C1)C1=C(C=CC=C1)C(C(C)(C)O)=O)(C)C 2-hydroxy-1-(4-(2-hydroxy-2-methylpropanoylphenyl)benzyl)-2-methyl-1-propanone